C1C(CCCCCCCCCCCCCCCC)O1 Octadecen oxid